NCC1=C(N=NN1C)C1=CC=C(C(=N1)CC)CN1CC(CC(C1)(F)F)C(=O)OC methyl 1-((6-(5-(aminomethyl)-1-methyl-1H-1,2,3-triazol-4-yl)-2-ethylpyridin-3-yl)methyl)-5,5-difluoropiperidine-3-carboxylate